(+)-(1S,2S,3S,5R)-2,6,6-trimethylspiro[bicyclo[3.1.1]heptane-3,1'-cyclohexan] C[C@H]1[C@H]2C([C@@H](CC13CCCCC3)C2)(C)C